[C@H]12CN(C[C@H](CC1)N2)C2=NC(=NC=1C(N(N=CC12)C1=CC(=CC2=CC=C(C(=C12)CC)F)O)=O)OC([2H])([2H])[C@H]1N(CCC1)C([2H])([2H])[2H] 4-((1R,5S)-3,8-Diazabicyclo[3.2.1]octan-3-yl)-7-(8-ethyl-7-fluoro-3-hydroxynaphthalen-1-yl)-2-(((S)-1-(methyl-d3)pyrrolidin-2-yl)methoxy-d2)pyrimido[4,5-d]pyridazin-8(7H)-one